N-(4-(ethylsulfonyl)benzyl)-4-((2-fluoro-3-methoxybenzyl)amino)-3-nitrobenzamide C(C)S(=O)(=O)C1=CC=C(CNC(C2=CC(=C(C=C2)NCC2=C(C(=CC=C2)OC)F)[N+](=O)[O-])=O)C=C1